NC=1C2=C(N=CN1)N(C(=C2C2=CC(=C(C=C2)Cl)F)C#CC2CN(C2)[C@H]2[C@H](CN(CC2)C(C=C)=O)O)C 1-((3S,4R)-4-(3-((4-amino-5-(4-chloro-3-fluorophenyl)-7-methyl-7H-pyrrolo[2,3-d]pyrimidin-6-yl)ethynyl)azetidin-1-yl)-3-hydroxypiperidin-1-yl)prop-2-en-1-one